3-(acetoxymethyl)-2-(1-oxo-3,4,6,7,8,9-hexahydropyrazino[1,2-a]indol-2(1H)-yl)pyridin-4-ylboronic acid C(C)(=O)OCC=1C(=NC=CC1B(O)O)N1C(C=2N(C=3CCCCC3C2)CC1)=O